2-(4-(2-Acetyl-5-chlorophenyl)-5-methoxy-2-oxopyridin-1(2H)-yl)-3-phenylpropanoic acid C(C)(=O)C1=C(C=C(C=C1)Cl)C1=CC(N(C=C1OC)C(C(=O)O)CC1=CC=CC=C1)=O